[O-]P([O-])(=O)OP(=O)([O-])[O-].O[Pt+4]O trans-dihydroxyplatinum (pyrophosphate)